dibutyl-tin di-caprylate C(CCCCCCC)(=O)[O-].C(CCCCCCC)(=O)[O-].C(CCC)[Sn+2]CCCC